[Cl-].C(CCCCCCC)[NH+](CCCCCCCC)CCCCCCCC N,N,N-trioctylammonium chloride